C(C)(C)(C)C1=CC=C(C=C1)N1C(N(C(C1=O)(C)C)CC1=CC(=NC=C1)NC1CCCCC1)=O 3-(4-(tert-butyl)phenyl)-1-((2-(cyclohexylamino)pyridin-4-yl)methyl)-5,5-dimethylimidazolidine-2,4-dione